OC1=CC=C(C(=O)N/N=C/C2=CC=C(C=C2)OCC2=COC3=C(C2=O)C=CC=C3)C=C1 (E)-4-hydroxy-N'-(4-((4-oxo-4H-benzopyran-3-yl)methoxy)benzylidene)benzoylhydrazine